1-(6-methyl-7-(4-(trifluoromethyl)phenyl)-3,4-dihydroisoquinolin-2(1H)-yl)prop-2-en CC=1C=C2CCN(CC2=CC1C1=CC=C(C=C1)C(F)(F)F)CC=C